N1C(=CC=C1)C1=NC=CC(=C1)C1=NOC(=N1)C(F)(F)F 3-(2-(1H-pyrrol-2-yl)pyridin-4-yl)-5-(trifluoromethyl)-1,2,4-oxadiazole